2-(4-cyanophenyl)benzothiazole tert-butyl-2-(4-(1-(2,6-dioxopiperidin-3-yl)-3-methyl-2-oxo-2,3-dihydro-1H-benzo[d]imidazol-5-yl)piperidin-1-yl)acetate C(C)(C)(C)OC(CN1CCC(CC1)C1=CC2=C(N(C(N2C)=O)C2C(NC(CC2)=O)=O)C=C1)=O.C(#N)C1=CC=C(C=C1)C=1SC2=C(N1)C=CC=C2